FC(C1=CC=C(C=C1)C1=C(C=CC=C1)NC(=O)C1=C(N=C(S1)C)C(F)F)(F)F N-(4'-trifluoromethyl-biphenyl-2-yl)-4-difluoromethyl-2-methylthiazol-5-carboxamide